C[C@@]12CC[C@]3(CC[C@H]([C@@H]3[C@H]1CC[C@H]4[C@]2(CC[C@@H]5[C@@]4(CC[C@@H](C5(C)C)O)C)C)C(C)(C)O)CO lupane-3β,20,28-triol